OCCNCC(O)C1=CC=C(C=C1)[N+](=O)[O-] 2-((2-hydroxyethyl)amino)-1-(4-nitrophenyl)ethanol